1-(3-chloro-5'-fluoro-3'-(2-(4-(3-fluoropropyl)piperazin-1-yl)pyridin-4-yl)-2'-methoxy-[1,1'-biphenyl]-4-yl)-3-methyl-1H-imidazol-2(3H)-one ClC=1C=C(C=CC1N1C(N(C=C1)C)=O)C1=C(C(=CC(=C1)F)C1=CC(=NC=C1)N1CCN(CC1)CCCF)OC